(2R,5S)-4-(7-(2-aminopyridin-3-yl)-6-chloro-1-(2-isopropyl-4-methylpyridin-3-yl)-2-oxo-1,2-dihydropyrido[2,3-d]pyrimidin-4-yl)-2,5-dimethylpiperazine-1-carboxylic acid tert-butyl ester C(C)(C)(C)OC(=O)N1[C@@H](CN([C@H](C1)C)C=1C2=C(N(C(N1)=O)C=1C(=NC=CC1C)C(C)C)N=C(C(=C2)Cl)C=2C(=NC=CC2)N)C